3-(trifluoromethyl)-6,7,8,9-tetrahydropyrido[3,2-b]indolizine-8-carbonitrile FC(C1=CC=2C=C3CCC(CN3C2N=C1)C#N)(F)F